2-(2-(5-(1-(3,5-difluorophenyl)ethoxy)-1H-indazol-3-yl)-4,6-dihydropyrrolo[3,4-d]imidazol-5(1H)-yl)-N,N-dimethylethan-1-amine FC=1C=C(C=C(C1)F)C(C)OC=1C=C2C(=NNC2=CC1)C1=NC2=C(N1)CN(C2)CCN(C)C